BrC1=CC2=C(N(C(=N2)CN2C(N(C3=C2C=NC=C3)C3CC3)=O)CCCS(=O)(=O)C)C=C1 3-[[5-bromo-1-(3-methylsulfonylpropyl)benzimidazol-2-yl]methyl]-1-cyclopropyl-imidazo[4,5-c]pyridin-2-one